3-(3-(2-carbamoyl-6-(trifluoromethoxy)-1H-indol-1-yl)phenyl)-2,2-dimethylpropanoic acid C(N)(=O)C=1N(C2=CC(=CC=C2C1)OC(F)(F)F)C=1C=C(C=CC1)CC(C(=O)O)(C)C